C(#N)C1=C(OC=2C=C3C(N(C=NC3=CC2)C2CC3(C2)CCN(CC3)C(=O)OC(C)(C)C)=O)C(=CC=C1NS(=O)(=O)C1CCCC1)F tertbutyl 2-[6-[2-cyano-3-(cyclopentylsulfonylamino)-6-fluoro-phenoxy]-4-oxo-quinazolin-3-yl]-7-azaspiro[3.5]nonane-7-carboxylate